FC(C1=CC=C(C=C1)C=1C(=C(C=CC1N)N)C1=CC=C(C=C1)C(F)(F)F)(F)F bis(4-trifluoromethyl-phenyl)benzene-1,4-diamine